6-((5-Chloro-2-(4,4-difluoropiperidin-1-yl)pyrimidin-4-yl)amino)-1-(3-hydroxy-3-methylbutyl)-3-methyl-1,3-dihydro-2H-imidazo[4,5-c]pyridin-2-one ClC=1C(=NC(=NC1)N1CCC(CC1)(F)F)NC1=CC2=C(C=N1)N(C(N2CCC(C)(C)O)=O)C